C1(=CC=CC=C1)C(C1=CC=CC=C1)=NC(C#N)CC1=C(C2=C(C=C(S2)C2=CC=C3CCC4(CCN(CC4)C)C3=C2)C=C1)F 2-[(diphenylmethylidene)amino]-3-(7-fluoro-2-{1'-methyl-2,3-dihydrospiro[indene-1,4'-piperidin]-6-yl}-1-benzothiophen-6-yl)propanenitrile